[Bi].[Sb].[As].[Cu].FC1=CC=C(CN2N=C(N=N2)C2=CC(=C(C=C2)S(=O)(=O)NCC(=O)N)OC)C=C1 2-(4-(2-(4-fluorobenzyl)-2H-tetrazol-5-yl)-2-methoxyphenylsulfonylamino)acetamide copper-arsenic-antimony-bismuth